3-ethoxy-4-(((3Z,8Z)-undeca-3,8-dien-6-yl)oxy)benzaldehyde C(C)OC=1C=C(C=O)C=CC1OC(C\C=C/CC)C\C=C/CC